ammonium ((2R,3S,5R)-5-(2,4-dioxopyrimidin-1(2H)-yl)-tetrahydrofuran-2-yl)-methyl butyl hydrogen phosphate P(=O)(OC[C@@H]1O[C@H](CC1)N1C(NC(C=C1)=O)=O)(OCCCC)O.[NH4+]